[C@@H]12CN(C[C@H]2C1)C1=NC(=C2N=C(N(C2=N1)C1=CC=C(C=C1)Cl)C1=C(C=CC=C1)Cl)N1CCC(CC1)(C(=O)N)C 1-[2-[(1R,5S)-3-azabicyclo[3.1.0]hexan-3-yl]-8-(2-chlorophenyl)-9-(4-chlorophenyl)purin-6-yl]-4-methyl-piperidine-4-carboxamide